(8-((4-(cyclohexylamino)-7H-pyrrolo[2,3-d]pyrimidin-2-yl)amino)-2,3-dihydrobenzo[b][1,4]dioxin-5-yl)(morpholino)methanone 2,2,2-trifluoroacetate FC(C(=O)O)(F)F.C1(CCCCC1)NC=1C2=C(N=C(N1)NC1=CC=C(C3=C1OCCO3)C(=O)N3CCOCC3)NC=C2